C(#N)C=1C(OC(C1C1=CC=C(C=C1)N(CCCCO)CC)(C)C)=C(C#N)C#N 3-cyano-4-(4-(ethyl(4-hydroxybutyl)amino)phenyl)-5,5-dimethylfuran-2(5H)-ylidenemalononitrile